1-(4-(2-(4-(3-(6-cyano-5-(trifluoromethyl)pyridin-3-yl)-5,5-dimethyl-4-oxo-2-thioxoimidazolidin-1-yl)-2-ethylphenoxy)ethyl)piperidin-1-yl)cyclopropanecarboxamide hydrochloride Cl.C(#N)C1=C(C=C(C=N1)N1C(N(C(C1=O)(C)C)C1=CC(=C(OCCC2CCN(CC2)C2(CC2)C(=O)N)C=C1)CC)=S)C(F)(F)F